N,N-dimethyl-1-(2-(4,4,5,5-tetramethyl-1,3,2-dioxaborolan-2-yl)phenyl)methanamine CN(CC1=C(C=CC=C1)B1OC(C(O1)(C)C)(C)C)C